NCCCC1=CC=C(C=C1)C1=CC(=CC(=C1)N1N=NC(=C1)C1=CC=C(C=C1)C(F)(F)F)C(=O)O 4'-(3-aminopropyl)-5-(4-(4-(trifluoromethyl)phenyl)-1H-1,2,3-triazol-1-yl)-[1,1'-biphenyl]-3-carboxylic acid